C(#N)CCN1C[C@@H]([C@H](CC1)NC(=O)C1=CC(=CC=2N(C=NC21)CC(F)(F)F)C#CCNC=2C(OC)=CC=C(C2)S(=O)(=O)C)C N-[(3S,4S)-1-(2-cyanoethyl)-3-methyl-4-piperidyl]-6-[3-(4-mesyl-2-anisidino)-1-propynyl]-1-(2,2,2-trifluoroethyl)-1H-1,3-benzimidazole-4-carboxamide